4-Hydroxy-2-[3,5-di-(dimethylaminomethyl)-4-hydroxybenzyl]-pyrrolidin-3-yl acetate C(C)(=O)OC1C(NCC1O)CC1=CC(=C(C(=C1)CN(C)C)O)CN(C)C